CC1OC2=CC=CC=C2C(C1)CS(=O)(=O)N (2-methylchroman-4-yl)methanesulfonamide